CC1=C(C=CC(=C1)C)S(=O)(=O)C1=C(C=CC=C1)[N+](=O)[O-] 2-(2,4-dimethylbenzenesulfonyl)nitrobenzene